COC=1C=C(C=CC1OC)NC1SCCN1C1=CC(=CC=C1)NS(=O)(=O)C 2-((3,4-dimethoxyphenyl)amino)-N-(3-(methylsulfonamido)phenyl)thiazolidine